C(C)(=O)C1=CN=C(O1)C=1C(=C2C(=NC1)NC=C2)NC2CC(C2)NS(=O)(=O)C2=NC=CC(=C2)C#N N-((1s,3s)-3-((5-(5-acetyloxazol-2-yl)-1H-pyrrolo[2,3-b]pyridin-4-yl)amino)cyclobutyl)-4-cyanopyridine-2-sulfonamide